(2-((2-(((6aS,8R)-2-methoxy-8-morpholino-6,6a,7,8,9,10-hexahydrobenzo[b]pyrido[1,2-d][1,4]oxazin-3-yl)amino)-7H-pyrrolo[2,3-d]pyrimidin-4-yl)amino)phenyl)dimethylphosphine oxide COC1=CC2=C(OC[C@H]3N2CC[C@H](C3)N3CCOCC3)C=C1NC=1N=C(C3=C(N1)NC=C3)NC3=C(C=CC=C3)P(C)(C)=O